6-fluoropyridine-2-sulfonyl chloride FC1=CC=CC(=N1)S(=O)(=O)Cl